N-((1-((3',5'-dichloro-5-((1'-glycyl-[4,4'-bipiperidin]-1-yl)methyl)-[1,1'-biphenyl]-3-yl)methyl)piperidin-4-yl)methyl)acetamide ClC=1C=C(C=C(C1)Cl)C1=CC(=CC(=C1)CN1CCC(CC1)C1CCN(CC1)C(CN)=O)CN1CCC(CC1)CNC(C)=O